COC1=C(C=C(C=C1)OC)S(=O)(=O)NC1=NOC2=C1C(=CC(=C2)CN2N=CC(=C2)CNC(C#CC)=O)OC N-((1-((3-((2,5-dimethoxyphenyl)sulfonamido)-4-methoxybenzo[d]isoxazol-6-yl)methyl)-1H-pyrazol-4-yl)methyl)but-2-ynamide